COC=1C=CC(=C(C1)CCC(C=C)=O)O[Si](CC)(CC)CC 5-(5-methoxy-2-((triethylsilyl)oxy)phenyl)pent-1-en-3-one